(4Z)-4-(1,3-benzothiazol-6-ylmethylene)-2-[3-(difluoromethoxy)anilino]-1H-imidazol-5-one S1C=NC2=C1C=C(C=C2)\C=C\2/N=C(NC2=O)NC2=CC(=CC=C2)OC(F)F